3-fluoro-N-(2-(4-fluoro-2-methyl-3-((1R,3R)-3-methyl-2-(2,2,2-trifluoroethyl)-2,3,4,9-tetrahydro-1H-pyrido[3,4-b]indol-1-yl)phenoxy)ethyl)propan-1-amine FCCCNCCOC1=C(C(=C(C=C1)F)[C@H]1N([C@@H](CC2=C1NC1=CC=CC=C21)C)CC(F)(F)F)C